2-chloro-5-{[(2,2-dimethylpropionyl)amino]methyl}-N-{1-[3-(trifluoromethyl)benzyl]-1H-indazol-4-yl}benzamide ClC1=C(C(=O)NC2=C3C=NN(C3=CC=C2)CC2=CC(=CC=C2)C(F)(F)F)C=C(C=C1)CNC(C(C)(C)C)=O